FC12C(CN(CC1)CC2)C2=NOC(=N2)C=2C(=CC(=NC2)NC2=CC=C1C(=N2)C(OC1=O)(C)C)N[C@H](CO)C1=CC=CC=C1 2-{[5-(3-{4-fluoro-1-azabicyclo[2.2.2]oct-3-yl}-1,2,4-oxadiazol-5-yl)-4-{[(1S)-2-hydroxy-1-phenylethyl]amino}pyridin-2-yl]amino}-7,7-dimethyl-5h,7h-furo[3,4-b]pyridin-5-one